C1NCC12CC(C2)C(=O)[O-] 2-Azaspiro[3.3]heptane-6-carboxylate